Cl.Cl.Cl.ClC1=C(C=CC=C1)[C@@]1([C@H](CCCC1)NCCCN1CCOCC1)NC Cis-(1S,2S)-1-(2-chlorophenyl)-N1-methyl-N2-(3-morpholinopropyl)cyclohexane-1,2-diamine trihydrochloride